ClC1=C(C=2N(C=C1)C=CN2)NC2=C(C(=CC=C2C)OC)C 7-chloro-N-(3-methoxy-2,6-dimethylphenyl)imidazo[1,2-a]pyridin-8-amine